ClC=1C(=NC(=C(C(=O)O)C1C)N1CCC(CCC1)(F)F)Cl 5,6-dichloro-2-(4,4-difluoroazepan-1-yl)-4-methylnicotinic acid